CO[C@@H]1C[C@H](OC2=CC=CC=C12)C(=O)NO[C@H]1OCCCC1 |o1:16| (rel)-(2S,4R)-4-Methoxy-N-((tetrahydro-2H-pyran-2-yl)oxy)chromane-2-carboxamide